tert-butyl N-[2-[3-[[1-(1,3-benzothiazol-2-yl)-2-[3-(N'-hydroxycarbamimidoyl)phenyl]ethyl]sulfamoyl]anilino]-2-oxo-ethyl]carbamate S1C(=NC2=C1C=CC=C2)C(CC2=CC(=CC=C2)C(N)=NO)NS(=O)(=O)C=2C=C(NC(CNC(OC(C)(C)C)=O)=O)C=CC2